N-[(6-Amino-2-pyridyl)sulfonyl]-2-[(4R)-4-ethyl-2,2-dimethyl-pyrrolidin-1-yl]-6-(3-fluoro-5-isobutoxyphenyl)pyridin-3-carboxamid NC1=CC=CC(=N1)S(=O)(=O)NC(=O)C=1C(=NC(=CC1)C1=CC(=CC(=C1)OCC(C)C)F)N1C(C[C@H](C1)CC)(C)C